ClC1=CC(=C(C=C1)N1CCC(CC1)N1C(N(CC1)S(=O)(=O)C1=CC=C(C=C1)S(=O)(=O)N(C)C)=O)F 4-((3-(1-(4-chloro-2-fluorophenyl)piperidin-4-yl)-2-oxoimidazolidin-1-yl)sulfonyl)-N,N-dimethylbenzenesulfonamide